OC1=C(C(=C(C(=O)N2CC3=CC=C(C(=C3C2)N(C(\C=C\CN(C)C)=O)C)C)C(=C1)O)C)C (E)-N-(2-(4,6-Dihydroxy-2,3-dimethylbenzoyl)-5-methylisoindolin-4-yl)-4-(dimethylamino)-N-methylbut-2-enamide